C1=CC(=CC=C1)S 3-benzene-thiol